BrCCOC=1C=CC=C2C=NNC12 7-(2-Bromoethoxy)-1H-indazole